dimethyl[(1,2,3,4-tetrahydroquinolin-5-yl)imino]-λ6-sulfanone CS(=O)(=NC1=C2CCCNC2=CC=C1)C